5,5-dimethyl-1-vinylbicyclohexane CC1(CCCC(C1)(C1CCCCC1)C=C)C